BrC=1C(=CC(NC1)=O)C 5-bromo-4-methylpyridin-2(1H)-one